tert-butyl 3-(1-amino-2-phenylpropan-2-yl)azetidine-1-carboxylate NCC(C)(C1=CC=CC=C1)C1CN(C1)C(=O)OC(C)(C)C